(2R,3S,4R,5R)-5-cyano-5-(4-(2-ethoxy-2-methylpropanamido)pyrrolo[2,1-f][1,2,4]triazin-7-yl)-4-hydroxy-2-((2-phenylacetoxy)methyl)tetrahydrofuran-3-yl (tert-butoxycarbonyl)-L-valinate C(C)(C)(C)OC(=O)N[C@@H](C(C)C)C(=O)O[C@@H]1[C@H](O[C@]([C@@H]1O)(C1=CC=C2C(=NC=NN21)NC(C(C)(C)OCC)=O)C#N)COC(CC2=CC=CC=C2)=O